(2S,4S)-4-Fluoro-1-(2-(4-((7-fluorochinolin-5-yl)amino)piperidin-1-yl)acetyl)pyrrolidin-2-carbonitril F[C@H]1C[C@H](N(C1)C(CN1CCC(CC1)NC1=C2C=CC=NC2=CC(=C1)F)=O)C#N